3-(3-((4-(tert-butyl)benzyl)thio)-6-chloropyridin-2-yl)-4-methyl-1H-1,2,4-triazol-5(4H)-one C(C)(C)(C)C1=CC=C(CSC=2C(=NC(=CC2)Cl)C2=NNC(N2C)=O)C=C1